C(CCCC)C1=C(CC1)CCCCC 1,2-dipentylcyclobutene